5-amino-2-(5-methyl-1,3,4-oxadiazol-2-yl)-N-(2,4-dimethoxybenzyl)benzenesulfonamide NC=1C=CC(=C(C1)S(=O)(=O)NCC1=C(C=C(C=C1)OC)OC)C=1OC(=NN1)C